N-[4-(1,1-dioxo-1,4-thiazinane-4-carbonyl)-2-methyl-5-pyrrolidin-1-ylphenyl]cyclopropanecarboxamide O=S1(CCN(CC1)C(=O)C1=CC(=C(C=C1N1CCCC1)NC(=O)C1CC1)C)=O